7-oxaspiro[3.5]nonan-2-yl N-{[2-(2,6-dioxopiperidin-3-yl)-3-oxo-2,3-dihydro-1H-isoindol-5-yl]methyl}carbamate O=C1NC(CCC1N1CC2=CC=C(C=C2C1=O)CNC(OC1CC2(C1)CCOCC2)=O)=O